FC(C=1C=NC=CC1C(=O)O)(F)F 3-(trifluoromethyl)pyridine-4-carboxylic acid